4-(methacryloxyethoxy)phenylpropane C(C(=C)C)(=O)OCCOC1=CC=C(C=C1)CCC